FC1=C(N)C(=CC(=C1)N1CCC(CC1)C)C 2-fluoro-6-methyl-4-(4-methylpiperidin-1-yl)aniline